(1-(5-(trifluoromethyl)pyrimidin-2-yl)piperidin-4-yl)methanol FC(C=1C=NC(=NC1)N1CCC(CC1)CO)(F)F